(R)-(1-amino-5-bromo-4-fluoro-2,3-dihydro-1H-inden-1-yl)methanol N[C@@]1(CCC2=C(C(=CC=C12)Br)F)CO